ClC=1C=C(C=C(C1)S(=O)(=O)C)NC(=O)C=1SC(=C(C1)C1=NC=C(C=C1F)N1CC(CCC1)(F)F)C N-(3-chloro-5-(methylsulfonyl)phenyl)-4-(5-(3,3-difluoropiperidin-1-yl)-3-fluoropyridin-2-yl)-5-methylthiophene-2-carboxamide